methyl 1-((3,3-difluorocyclopentyl)methyl)-3-methyl-4-(trifluoromethoxy)-1H-pyrazole-5-carboxylate FC1(CC(CC1)CN1N=C(C(=C1C(=O)OC)OC(F)(F)F)C)F